2-(3-(4-(2-((R)-4-acetyl-3-methylpiperazin-1-yl)ethoxy)phenyl)ureido)-N-(4-(((2S,4R)-2-methyl-1-propionyl-1,2,3,4-tetrahydroquinolin-4-yl)amino)phenyl)acetamide C(C)(=O)N1[C@@H](CN(CC1)CCOC1=CC=C(C=C1)NC(NCC(=O)NC1=CC=C(C=C1)N[C@@H]1C[C@@H](N(C2=CC=CC=C12)C(CC)=O)C)=O)C